6-Chloro-5-(4-(methylsulfonyl)piperazin-1-yl)-1-(tetrahydro-2H-pyran-2-yl)-1H-indazole ClC1=C(C=C2C=NN(C2=C1)C1OCCCC1)N1CCN(CC1)S(=O)(=O)C